OC1=CC=C(C=C1)CCC1=CC(=C(C(=C1)OC)O)OC 4-(4-hydroxyphenylethyl)-2,6-dimethoxyphenol